tetrahydrooxonine-6,9-dione O1CCCCC(C=CC1=O)=O